BrC1=C(C=CC=C1)NC(=S)C=1SC=CC1 N-(2-Bromophenyl)thiothiophene-2-carboxamide